FC=1C(=C2C(=NC1)N(C(=N2)C2CCOCC2)COCC[Si](C)(C)C)I 2-[(6-fluoro-7-iodo-2-tetrahydropyran-4-yl-imidazo[4,5-b]pyridin-3-yl)methoxy]ethyl-trimethyl-silane